OC1C2=CC=CC=C2OC=2C=CC=CC12 9-hydroxyxanthen